OC(CCCCCCCCCCCCCCCCCCCCC(=O)O)CCCCCC 22-Hydroxy-octacosanoic acid